tert-butyl 3-oxopyrazine-1-carboxylate O=C1CN(C=CN1)C(=O)OC(C)(C)C